FC=1C=CC(=NC1)N1N=CC=2C[C@]3(C(=CC12)CC[C@@H](C3)N(S(=O)(=O)C=3C=NN(C3)C)C(C)C)C(C3=NC=CC(=C3)C(F)(F)F)=O N-((4aS,6S)-1-(5-Fluoropyridin-2-yl)-4a-(4-(trifluoromethyl)picolinoyl)-4,4a,5,6,7,8-hexahydro-1H-benzo[f]indazol-6-yl)-N-isopropyl-1-methyl-1H-pyrazole-4-sulfonamide